CC1(OB(OC1(C)C)C1=CC(CC1)NC(OC(C)(C)C)=O)C tert-butyl (3-(4,4,5,5-tetramethyl-1,3,2-dioxaborolan-2-yl)cyclopent-2-en-1-yl)carbamate